BrC1=C(C=CC=C1)C(CC)O 1-(2-bromophenyl)propan-1-ol